N1(CCC1)C1=NC2=CC(=CC=C2C=C1)CCC1CCC(C1O)F 5-{2-[2-(azetidin-1-yl)quinolin-7-yl]Ethyl}-2-fluorocyclopentan-1-ol